C(C)C=1C(=NC(=NC1)C=1CN(CC1)C(=O)[O-])OCC1=CC=C(C=C1)OC 3-(5-ethyl-4-((4-methoxybenzyl)oxy)pyrimidin-2-yl)-2,5-dihydro-1H-pyrrole-1-carboxylate